CN1CCCC1C2=CC=CC=N2 2-Nicotine